BrC1=CC=CC2=C1C1=C(O2)C=2C=CC=CC2C=C1 7-bromonaphtho[1,2-b]benzofuran